1-(5-(6',8'-dihydrospiro[chroman-4,9'-pyrido[3',2':4,5]imidazo[2,1-c][1,4]oxazin]-2'-yl)pyrimidin-2-yl)piperidin-4-ol N1=C(C=CC=2N=C3COCC4(N3C21)CCOC2=CC=CC=C24)C=2C=NC(=NC2)N2CCC(CC2)O